ClC=1C=CC2=C(C=3C(NC(C3C(=C2)NC(C2=CC(=CC(=C2)C(F)(F)F)F)=O)C2=C(C=CC(=C2)F)Cl)=O)C1 N-(8-chloro-3-(2-chloro-5-fluorophenyl)-1-oxo-2,3-dihydro-1H-benzo[e]isoindol-4-yl)-3-fluoro-5-(trifluoromethyl)benzamide